N[C@@](C(=O)O)(C)C=1C=NC(=C(C1)C=O)N (2S)-2-AMINO-2-(6-AMINO-5-FORMYL(3-PYRIDYL))PROPANOIC ACID